CN1CCN(CC1)C1=CC(=C(C(=O)O[Li])C=C1)C(F)(F)F lithio 4-(4-methylpiperazin-1-yl)-2-(trifluoromethyl)benzoate